tert-butyl-rel-(1R,5S)-7-oxo-1-({[(1s,4s)-4-[2-(3-methoxy-2-methylidene-3-oxopropoxy)phenyl]cyclohexyl] oxy}methyl)-9-oxa-2,6-diazaspiro[4.5]decane-2-carboxylate C(C)(C)(C)OC(=O)N1[C@H]([C@]2(CC1)NC(COC2)=O)COC2CCC(CC2)C2=C(C=CC=C2)OCC(C(=O)OC)=C |o1:8,9|